Undecyl (2S)-2-(((((2R,3S,5R)-5-(6-amino-2-fluoro-9H-purin-9-yl)-2-ethynyl-3-hydroxytetra-hydrofuran-2-yl)methoxy)-(phenoxy)phosphoryl)-amino)-3-(3,5-difluoro-phenyl)propanoate NC1=C2N=CN(C2=NC(=N1)F)[C@H]1C[C@@H]([C@@](O1)(C#C)COP(=O)(OC1=CC=CC=C1)N[C@H](C(=O)OCCCCCCCCCCC)CC1=CC(=CC(=C1)F)F)O